[C@H]12N(C[C@H](CC1)C2)C=2C=CC=1N(N2)C(=CN1)C=1C=C2C(=NC1)NN=C2C 5-(6-((1S,4R)-2-azabicyclo[2.2.1]heptan-2-yl)imidazo[1,2-b]pyridazin-3-yl)-3-methyl-1H-pyrazolo[3,4-b]pyridine